racemic-2-(4-hydroxyphenoxy)propionic acid OC1=CC=C(O[C@@H](C(=O)O)C)C=C1 |r|